2-(2-Ethyl-5-oxo-8-(trifluoromethyl)pyrazolo[1,5-a]pyrido[3,2-e]pyrimidin-4(5H)-yl)-N-(5-fluoropyridin-2-yl)acetamide C(C)C1=NN2C(N(C(C3=C2N=C(C=C3)C(F)(F)F)=O)CC(=O)NC3=NC=C(C=C3)F)=C1